4-(2,4-dichloro-phenyl)but-3-yn-2-amine ClC1=C(C=CC(=C1)Cl)C#CC(C)N